CS(=O)(=O)CCS(=O)(=O)C1=CC=C(OCC2CC(N(C2)C2CCC=3C=CC(=CC3C2)C#N)C)C=C1 7-[4-{[4-(2-methanesulfonylethanesulfonyl)phenoxy]methyl}-2-methylpyrrolidin-1-yl]-5,6,7,8-tetrahydronaphthalene-2-carbonitrile